(2S)-methyl ethylene oxide CC1CO1